CN1C(C2=CC=C(C=C2C(=C1)I)C1=CC=CC=C1)=O 2-methyl-6-phenyl-4-iodoisoquinolin-1(2H)-one